P(OC1=C(C(=CC=C1)C(C)(C)C)C(C)(C)C)(OC1=C(C(=CC=C1)C(C)(C)C)C(C)(C)C)OC1=C(C(=CC=C1)C(C)(C)C)C(C)(C)C tri(di-t-butylphenyl) phosphite